N-(5-(3,4-dimethylcinnolin-6-yl)thiazol-2-yl)-4-fluoro-1-methylpiperidine-4-carboxamide CC=1N=NC2=CC=C(C=C2C1C)C1=CN=C(S1)NC(=O)C1(CCN(CC1)C)F